(3-Chloro-4-fluorophenyl)(4-(methylsulfonyl)-1-((2-(trimethylsilyl)ethoxy)methyl)-1H-imidazol-2-yl)methanol ClC=1C=C(C=CC1F)C(O)C=1N(C=C(N1)S(=O)(=O)C)COCC[Si](C)(C)C